C(Cl)(Cl)(Cl)Cl.N(C1=CC=CC=C1)C1=C(C=CC=C1)N1C(C=CC1=O)=O N-(anilinophenyl)maleimide carbon tetrachloride